C1(=CC=CC=C1)C=1C=C2C=3C=CC(=CC3N(C2=CC1)C1=CC=CC=C1)OB(O)O (6,9-diphenyl-9H-carbazole-2-yl)boric acid